FC(C=1C(=C(C=CC1)[C@@H](C)NC1=C(C(=NC(=N1)OC)C(C(=O)NC1=NC=NC=C1)C)C1OCCO1)F)F 2-(6-(((R)-1-(3-(difluoromethyl)-2-fluorophenyl)ethyl)amino)-5-(1,3-dioxolan-2-yl)-2-methoxypyrimidin-4-yl)-N-(pyrimidin-4-yl)propionamide